[Br-].C(C)C1=C(C=CC=C1)P(C1=CC=CC=C1)C1=CC=CC=C1 ethyl-triphenyl-phosphine Bromide